1-(2-fluorophenyl)-2-thioxodihydropyrimidine-4,6(1H,5H)-dione FC1=C(C=CC=C1)N1C(NC(CC1=O)=O)=S